FC1=CC=CC(=N1)C1=C(C(C=CC=C1)=O)O 3-(6-fluoropyridin-2-yl)-2-hydroxycyclohepta-2,4,6-trien-1-one